C1(=CC=C(C=C1)C1=NC(=NC(=N1)C1=CC=C(C=C1)C1=CC=CC=C1)C1=CC=C(C=C1)C1=CC=CC=C1)C1=CC=CC=C1 2,4,6-Tribiphenyl-4-yl-1,3,5-Triazine